[Se]1N=CN=C1 1,2,4-selenadiazole